1-(7-((3-amino-5-methylpyridin-2-yl)oxy)-2,3-dihydro-4H-benzo[b][1,4]oxazin-4-yl)prop-2-en-1-one NC=1C(=NC=C(C1)C)OC=1C=CC2=C(OCCN2C(C=C)=O)C1